ClC1=C(N(C(C2=C(C=CC=C12)C=O)=O)C1=CC=CC=C1)[C@H](C)NC=1C2=C(N=CN1)NC=CC2=O (S)-4-chloro-1-oxo-3-(1-((5-oxo-5,8-dihydropyrido[2,3-d]pyrimidin-4-yl)amino)ethyl)-2-phenyl-1,2-dihydroisoquinoline-8-carbaldehyde